N-vinyl-3,3,5-trimethyl-pyrrolidone C(=C)N1C(C(CC1C)(C)C)=O